CN1B(N(BNB1)C)C trimethyl-borazine